2-(4-isobutylphenyl)-N-methoxy-N-methylpropanamide C(C(C)C)C1=CC=C(C=C1)C(C(=O)N(C)OC)C